(3R,4R)-1-cyclohexyl-4-{[5-(2,4-difluoro-phenyl)-isoxazole-3-carbonyl]-amino}-piperidine-3-carboxylic acid ethylamide C(C)NC(=O)[C@@H]1CN(CC[C@H]1NC(=O)C1=NOC(=C1)C1=C(C=C(C=C1)F)F)C1CCCCC1